COCCN1C[C@H]([C@@H](C1)C1=CC=C(C=C1)C)NC(N)=O 3-((3S,4R)-1-(2-methoxyethyl)-4-(p-tolyl)pyrrolidin-3-yl)urea